5-bromo-N-(3,6-dimethyl-10,10-dioxido-9H-thioxanthen-9-yl)-2-oxo-6-(trifluoromethyl)-1,2-dihydropyridine-3-carboxamide BrC=1C=C(C(NC1C(F)(F)F)=O)C(=O)NC1C2=CC=C(C=C2S(C=2C=C(C=CC12)C)(=O)=O)C